C(C)(C)(C)N1C=NC(=C1C1=NC(=NC=C1)NC(OCC1=CC=CC=C1)=O)C1=CC=C(C=C1)F Benzyl (4-(1-(tert-butyl)-4-(4-fluorophenyl)-1H-imidazol-5-yl)pyrimidin-2-yl)carbamate